O=C1NC(CCC1N1C(C2=CC=C(C=C2C1)N1CCN(CC1)CCCCOC=1C=C(C=CC1)N1C[C@@H](CCC1)C=1C=CC(=C2C(=CNC12)C#N)C)=O)=O |o1:35| 7-{(3S*)-1-[3-(4-{4-[2-(2,6-dioxopiperidin-3-yl)-1-oxo-2,3-dihydro-1H-isoindol-5-yl]piperazin-1-yl}butoxy)phenyl]piperidin-3-yl}-4-methyl-1H-indole-3-carbonitrile